(3R)-3-(4-{[(3S)-3-methylpentyl]oxy}phenyl)hex-4-ynoic acid C[C@H](CCOC1=CC=C(C=C1)[C@@H](CC(=O)O)C#CC)CC